FC1=C(C=C(C=C1)C1=CC=2C=NC(=CC2N1)NC(=O)C1CC1)C N-(2-(4-fluoro-3-methylphenyl)-1H-pyrrolo[3,2-c]pyridin-6-yl)cyclopropanecarboxamide